BrC=1C=2[C@@H]3[C@H](CN(C2C=CC1)C(=O)OC(C)(C)C)C3 (RS-cis)-tert-Butyl 7-bromo-1a,2-dihydro-1H-cyclopropa[c]quinoline-3(7bH)-carboxylate